2,2-difluoro-6-nitro-1,3-benzodioxole-4-carboxylic acid FC1(OC2=C(O1)C=C(C=C2C(=O)O)[N+](=O)[O-])F